4-((2-((3r,4r)-3-amino-4-fluoro-1-piperidinyl)-6-ethoxy-1H-benzoimidazol-1-yl)methyl)benzonitrile N[C@@H]1CN(CC[C@H]1F)C1=NC2=C(N1CC1=CC=C(C#N)C=C1)C=C(C=C2)OCC